C12CN(CC(CC1)N2)C2=C1N(C(=NC1=NC(=N2)OCC21CCCN1CCC2)OC2=CC(=CC1=CC=C(C(=C21)C#C)F)O)C 4-({6-(3,8-diazabicyclo[3.2.1]octan-3-yl)-7-methyl-2-[(tetrahydro-1H-pyrrolizin-7a(5H)-yl)methoxy]-7H-purin-8-yl}oxy)-5-ethynyl-6-fluoronaphthalen-2-ol